(S)-(3,4-difluorophenyl)ethylene glycol methyl-(2R)-2-amino-3-(7-methyl-1H-indazol-5-yl)propanoate dihydrochloride Cl.Cl.C[C@](C(=O)O)(CC=1C=C2C=NNC2=C(C1)C)N.FC=1C=C(C=CC1F)[C@@H](CO)O